C1(CC1)NC(C1=CC(=C(C=C1)C)C=1C=NN(C1)C=1C=NN2C1CN(CC2)S(=O)(=O)C(C)(C)C)=O N-cyclopropyl-4-methyl-3-{1-[5-(2-methylpropane-2-sulfonyl)-4H,5H,6H,7H-pyrazolo[1,5-a]pyrazin-3-yl]-1H-pyrazol-4-yl}benzamide